4-(4-{5-[(2S)-2-{[4-(5-Cyano-1-methyl-1H-1,3-benzodiazol-2-yl)phenyl]formamido}pent-4-ynamido]pyridine-2-amido}-2-hydroxy-3-(propan-2-yloxy)benzamido)benzoic acid C(#N)C1=CC2=C(N(C(=N2)C2=CC=C(C=C2)C(=O)N[C@H](C(=O)NC=2C=CC(=NC2)C(=O)NC2=C(C(=C(C(=O)NC3=CC=C(C(=O)O)C=C3)C=C2)O)OC(C)C)CC#C)C)C=C1